7-diethylamino-3-(4'-maleimidyl-phenyl)-4-methylcoumarin C(C)N(C1=CC=C2C(=C(C(OC2=C1)=O)C1=CC=C(C=C1)N1C(C=CC1=O)=O)C)CC